ClC=1N=C2N(C(C1)=O)C=CS2 7-chloro-5H-thiazolo[3,2-a]pyrimidin-5-one